5-{2-[4-(1,2-Benzisoxazol-3-yl)piperidin-1-yl]ethyl}-6,7-dihydro[1,3]oxazolo[4,5-c]pyridin-4(5H)-one O1N=C(C2=C1C=CC=C2)C2CCN(CC2)CCN2C(C1=C(CC2)OC=N1)=O